C(C)OC1=NC=CC=C1C=1C=C(C=2N(N1)C(=NC2C(C)C)C)NCC=2N=CN(C2)C 2-(2-ethoxypyridin-3-yl)-5-isopropyl-7-methyl-N-((1-methyl-1H-imidazol-4-yl)methyl)imidazo[1,5-b]Pyridazin-4-amine